methyl 4-[5-[3-chloro-2-fluoro-5-(trifluoromethyl) phenyl]-5-(difluoromethyl)-4H-isoxazol-3-yl]-2-methyl-benzoate ClC=1C(=C(C=C(C1)C(F)(F)F)C1(CC(=NO1)C1=CC(=C(C(=O)OC)C=C1)C)C(F)F)F